C(C)OC(C(CCCC)(C)N)=O 2-Amino-2-methylhexanoic acid ethyl ester